4-((2-((7-azabicyclo[2.2.1]heptan-7-yl)methyl)-6-fluorobenzyl)amino)-2,3-difluoro-N-(thiazol-4-yl)benzenesulfonamide C12CCC(CC1)N2CC2=C(CNC1=C(C(=C(C=C1)S(=O)(=O)NC=1N=CSC1)F)F)C(=CC=C2)F